ClC1=NC=C(C(=N1)OC1=NC=2C=CC3=C(C2N=C1)C1=C(S3)C(N[C@@H](CN1)C)=O)CS(=O)(=O)CCOC (R)-3-((2-chloro-5-(((2-methoxyethyl)sulfonyl)methyl)pyrimidin-4-yl)oxy)-10-methyl-9,10,11,12-tetrahydro-8H-[1,4]diazepino[5',6':4,5]thieno[3,2-f]quinoxalin-8-one